ClC=1C=C(C=CC1)C1=C(N=CN1)C=1N=C2C=C(C=NC2=CC1)NCCN1C[C@H](N[C@H](C1)C)C |r| 6-[5-(3-chlorophenyl)-1H-imidazol-4-yl]-N-[2-[rac-(3R,5S)-3,5-dimethylpiperazin-1-yl]ethyl]-1,5-naphthyridin-3-amine